C(C)(C)[Si](C)(C)NC(C)CC iso-propyl-sec-butylaminodimethylsilane